5-[6-(cyclopropylamino)-2-fluoropyridin-3-yl]-N-[(3S)-2-oxo-5-phenyl-1,3-dihydro-1,4-benzodiazepine-3-yl]-1-(oxacyclohex-4-yl)pyrazole-4-carboxamide C1(CC1)NC1=CC=C(C(=N1)F)C1=C(C=NN1C1CCOCC1)C(=O)N[C@@H]1C(NC2=C(C(=N1)C1=CC=CC=C1)C=CC=C2)=O